N-(4-bromo-5-chloro-2-fluorophenyl)-2-oxo-1,2,3,4-tetrahydroquinoline-6-sulfonamide BrC1=CC(=C(C=C1Cl)NS(=O)(=O)C=1C=C2CCC(NC2=CC1)=O)F